2,5-diazabicyclo[2.2.1]heptane-2-carboxylic acid (1S,4S)-tert-butyl ester C(C)(C)(C)OC(=O)N1C2CNC(C1)C2